(4aR,8aS)-6-[3-(4-pyridazin-3-yloxyphenyl)azetidine-1-carbonyl]-4,4a,5,7,8,8a-hexahydropyrido[4,3-b][1,4]oxazin-3-one N1=NC(=CC=C1)OC1=CC=C(C=C1)C1CN(C1)C(=O)N1C[C@@H]2[C@@H](OCC(N2)=O)CC1